1-oxa-11-azadispiro[2.0.5.4]Tridecane-11-carboxylic acid tert-butyl ester C(C)(C)(C)OC(=O)N1CC2(C3(CO3)CC1)CCCCC2